C(C=CC1=CC=CC=C1)(=O)N1CC2=CC=C(C=C2CC1)OCN1C=CC2=CC=C(C=C12)C(=O)NO 1-(((2-cinnamoyl-1,2,3,4-tetrahydroisoquinolin-6-yl)oxy)methyl)-N-hydroxy-1H-indole-6-carboxamide